O=C(OCC1=CC=CC=C1)NCCOCCOCC(=O)OC(C)(C)C tert-Butyl 3-oxo-1-phenyl-2,7,10-trioxa-4-azadodecan-12-oate